FC1=C(OC=2N=C(SC2C)C(=O)OCC)C=CC(=C1)[N+](=O)[O-] ethyl 4-(2-fluoro-4-nitrophenoxy)-5-methylthiazole-2-carboxylate